imino(methyl){2-methyl-4-[4-(trifluoromethyl)phenyl]-2H,4H-pyrazolo[4,3-b]indol-7-yl}-lambda6-sulfanone N=S(=O)(C1=CC=2C=3C(N(C2C=C1)C1=CC=C(C=C1)C(F)(F)F)=CN(N3)C)C